Ethyl (1s,3s)-3-(((6-chloro-1-(6-methoxy-3,4-dihydro-2H-benzo[b][1,4]thiazin-7-yl)-1H-pyrazolo[4,3-c]pyridin-3-yl)carbamoyl)oxy)cyclobutane-1-carboxylate ClC1=CC2=C(C=N1)C(=NN2C=2C(=CC1=C(SCCN1)C2)OC)NC(=O)OC2CC(C2)C(=O)OCC